(2R,3R)-3-((R)-2-((tert-Butoxycarbonyl)amino)propoxy)-2-methylnonanoic acid C(C)(C)(C)OC(=O)N[C@@H](CO[C@@H]([C@H](C(=O)O)C)CCCCCC)C